(2S,4S)-N-BOC-4-phenyl-pyrrolidine-2-carboxylic acid C(=O)(OC(C)(C)C)N1[C@@H](C[C@H](C1)C1=CC=CC=C1)C(=O)O